1-[3-(3,5-Dimethoxy-N-[3-(1-propan-2-ylpyrazol-4-yl)quinoxalin-6-yl]anilino)propyl]pyrrolidin-2-one COC=1C=C(N(C=2C=C3N=C(C=NC3=CC2)C=2C=NN(C2)C(C)C)CCCN2C(CCC2)=O)C=C(C1)OC